tert-butyl ((1S)-3-(N-(tert-butoxycarbonyl)-4,4,4-trifluorobutylsulfonimidoyl)-1-(1,2,4-oxadiazol-3-yl)propyl)carbamate C(C)(C)(C)OC(=O)N=S(=O)(CCCC(F)(F)F)CC[C@@H](C1=NOC=N1)NC(OC(C)(C)C)=O